OC1=CC=C(C=C1)CC/C(/C(=O)N)=C\C1=CC(OC)=C(O)C=C1 N-trans-p-hydroxyphenylethyl-ferulamide